2-(2,6-dichlorophenyl)-5-((5-(3-fluoroazetidine-1-carbonyl)pyridin-2-yl)amino)-2H-1,2,3-triazole-4-carboxamide ClC1=C(C(=CC=C1)Cl)N1N=C(C(=N1)C(=O)N)NC1=NC=C(C=C1)C(=O)N1CC(C1)F